disulfoselenylhydrazine ethyl-2-((4-(6-((4-cyano-2-fluorobenzyl)oxy)pyridin-2-yl)cyclohex-3-en-1-yl)methyl)-3-(((S)-oxetan-2-yl)methyl)-3H-imidazo[4,5-b]pyridine-5-carboxylate C(C)OC(=O)C1=CC=C2C(=N1)N(C(=N2)CC2CC=C(CC2)C2=NC(=CC=C2)OCC2=C(C=C(C=C2)C#N)F)C[C@H]2OCC2.S(=O)(=O)(O)N(N[SeH])S(=O)(=O)O